BrCC(CBr)O 1,3-Dibromopropan-2-ol